1,4-Hexandiol C(CCC(CC)O)O